C(C(C(=O)OP(=O)(O)O)O)OP(=O)(O)O 3-phospho-D-glyceroyl-phosphate